2-(4,6-diphenyl-1,3,5-triazin-2-yl)-5-[(n-hexyl)oxy]-phenol C1(=CC=CC=C1)C1=NC(=NC(=N1)C1=CC=CC=C1)C1=C(C=C(C=C1)OCCCCCC)O